CN(N(CC)C(C1=C(C(=CC(=C1)C#N)C)NC(=O)C1=CC(=NN1C1=NC=CC=C1Cl)Br)=O)C(=O)O methyl-2-[2-({[3-bromo-1-(3-chloropyridin-2-yl)-1H-pyrazol-5-yl]carbonyl}amino)-5-cyano-3-methylbenzoyl]-2-ethylhydrazinecarboxylic acid